C(C1=CC=CC=C1)NC=1C=2N(N=C(C1)NC(CO)CO)C(=NN2)C(C)C 2-[[8-(benzylamino)-3-isopropyl-[1,2,4]triazolo[4,3-b]pyridazin-6-yl]amino]propane-1,3-diol